1,3-propylenediamine C(CCN)N